O1CCOC12CCN(CC2)C([C@@H](CC(=O)N2CCC(CC2)N2C(NC1=CC=CC=C1C2)=O)CC=2C=C1C=NNC1=C(C2)C)=O |r| (±)-1-(1,4-Dioxa-8-aza-spiro[4.5]dec-8-yl)-2-(7-methyl-1H-indazol-5-yl-methyl)-4-[4-(2-oxo-1,4-dihydro-2H-quinazolin-3-yl)-piperidin-1-yl]-butane-1,4-dione